FC1=C(C(=CC=C1C)C1=NN=C(C2=C1CCC2)N[C@H]2CN(CCC2)C)O (R)-2-Fluoro-3-methyl-6-(4-((1-methylpiperidin-3-yl)amino)-6,7-dihydro-5H-cyclopenta[d]pyridazin-1-yl)phenol